methyl 4-amino-6-(4-bromo-3-fluorophenyl)-3-chloro-pyridine-2-carboxylate NC1=C(C(=NC(=C1)C1=CC(=C(C=C1)Br)F)C(=O)OC)Cl